NC1=C(C(=NN1C(C)C)C1=CC=C(C=C1)C(C)C(NC1=NNC(=C1)C(C(F)(F)F)(C)C)=O)C(=O)N 5-Amino-1-isopropyl-3-[4-[1-[[5-(1,1,1-trifluoro-2-methylpropan-2-yl)-1H-pyrazol-3-yl]carbamoyl]ethyl]phenyl]pyrazole-4-carboxamide